4-methyl-8-(6-methyl-7-oxo-6,7-dihydro-1H-pyrazolo[3,4-c]pyridin-4-yl)-6-(methylsulfonyl)spiro[1,4-benzoxazine-2,1'-cyclopropan]-3(4H)-one CN1C(C2(CC2)OC2=C1C=C(C=C2C=2C1=C(C(N(C2)C)=O)NN=C1)S(=O)(=O)C)=O